1-hydroxynaphthalene-3,6-disulfonic acid OC1=CC(=CC2=CC(=CC=C12)S(=O)(=O)O)S(=O)(=O)O